tert-butyl 4-((7-bromo-2-butyl-1H-imidazo[4,5-d]thieno[3,2-b]pyridin-1-yl)methyl)piperidine-1-carboxylate BrC1=CC2=NC=C3C(=C2S1)N(C(=N3)CCCC)CC3CCN(CC3)C(=O)OC(C)(C)C